C(C)(C)(C)OC(=O)N(CCCCN(C(OC(C)(C)C)=O)CC1=CC(=C(C=C1)C1=CC=CC=C1)Cl)CCN(C1=NC2=C(C3=CN=CC=C13)C=CC(=C2)C(N)=O)C(=O)OC(C)(C)C tert-butyl (4-((tert-butoxycarbonyl)(2-((tert-butoxycarbonyl)(8-carbamoylbenzo[c][2,6]naphthyridin-5-yl)amino)ethyl)amino)butyl)((2-chloro-[1,1'-biphenyl]-4-yl)methyl)carbamate